3,5-dichloro-N-(8-fluoro-4-oxo-3-(2-(trifluoromethyl)benzyl)-3,4-dihydrobenzo[d][1,2,3]triazin-5-yl)-4-hydroxybenzamide ClC=1C=C(C(=O)NC2=CC=C(C=3N=NN(C(C32)=O)CC3=C(C=CC=C3)C(F)(F)F)F)C=C(C1O)Cl